3-[2-(1-{[3,5-bis(difluoromethyl)-1H-pyrazol-1-yl] acetyl} piperidin-4-yl)-1,3-thiazol-4-yl]-9-fluoro-1,5-dihydro-2,4-benzodioxepin-6-yl mesylate S(C)(=O)(=O)OC1=CC=C(C=2COC(OCC21)C=2N=C(SC2)C2CCN(CC2)C(CN2N=C(C=C2C(F)F)C(F)F)=O)F